(S)-1-(3-(4-amino-3-((2,6-dimethoxypyridin-4-yl)ethynyl)-7-(trifluoromethyl)-1H-pyrazolo[4,3-c]pyridin-1-yl)pyrrolidin-1-yl)prop-2-en-1-one NC1=NC=C(C2=C1C(=NN2[C@@H]2CN(CC2)C(C=C)=O)C#CC2=CC(=NC(=C2)OC)OC)C(F)(F)F